CC1=CC=C(C=C1)S(=O)(=O)O.NC[C@H](C1=CC(=CC=C1)Cl)NC(=O)C=1N=CN(C1)C1=NC(=NC=C1C)NC1CC(C1)(F)F (S)-N-(2-amino-1-(3-chlorophenyl)-ethyl)-1-(2-((3,3-difluoro-cyclobutyl)amino)-5-methyl-pyrimidin-4-yl)-1H-imidazole-4-carboxamide p-toluene-sulfonic acid salt